C(C)(=O)O[C@@H]1[C@H](O[C@H]([C@H]([C@H]1OC(C)=O)OC(C)=O)OP(=O)(OC=1C=NC=CC1)O)[C@H](COC(C)=O)F (2S,3S,4S,5S,6S)-2-((S)-2-acetoxy-1-fluoroethyl)-6-(((R)-hydroxy(pyridin-3-yloxy)phosphoryl)oxy)tetrahydro-2H-pyran-3,4,5-triyl triacetate